tert-butyldimethyl((4-(4,4,5,5-tetramethyl-1,3,2-dioxaborolan-2-yl)cyclohex-3-en-1-yl)methoxy)silane C(C)(C)(C)[Si](OCC1CC=C(CC1)B1OC(C(O1)(C)C)(C)C)(C)C